C(C)C1(COC1)COCCC[Si](OC)(OC)OC 3-[(3-ethyloxetan-3-yl)methoxy]propyl-(trimethoxy)silane